C1(=CC=CC=C1)NC(=O)C1=CC2=C(NC(=N2)C2=CC=C(C=C2)NC(=O)C2=CN=CO2)C=C1 2-{4-[(Oxazole-5-carbonyl)-amino]-phenyl}-1H-benzoimidazole-5-carboxylic acid phenylamide